2-(4-(((3S,5R)-3,5-Dimethylpiperidin-1-yl)methyl)-6-(trifluoromethyl)pyridin-2-yl)-6-(3-((4-methyl-4H-1,2,4-triazol-3-yl)methyl)oxetan-3-yl)isoindolin-1-one C[C@@H]1CN(C[C@@H](C1)C)CC1=CC(=NC(=C1)C(F)(F)F)N1C(C2=CC(=CC=C2C1)C1(COC1)CC1=NN=CN1C)=O